2,6-difluoro-4-(2-((5-fluoropyridin-2-yl)methyl)-2H-tetrazol-5-yl)-N-(2-hydroxyethyl)benzenesulfonamide 3-chloro-5-((4-chloro-phenylimino)methyl)-phenyl-nicotinate ClC=1C=C(C=C(C1)C=NC1=CC=C(C=C1)Cl)OC(C1=CN=CC=C1)=O.FC1=C(C(=CC(=C1)C=1N=NN(N1)CC1=NC=C(C=C1)F)F)S(=O)(=O)NCCO